phosphine aluminum salt [Al].P